(3R)-N-(cyclobutylmethyl)-1-[4-[1-[4-(5-methoxy-3-pyridyl)triazol-1-yl]ethyl]phenyl]piperidin-3-amine C1(CCC1)CN[C@H]1CN(CCC1)C1=CC=C(C=C1)C(C)N1N=NC(=C1)C=1C=NC=C(C1)OC